NC1=NC=CC=C1C1=NC=2C(=NC(=CC2)C2=CC=CC=C2)N1C1=CC=C(C=C1)NC(=O)C1CCC(CC1)C(=O)O 4-[[4-[2-(2-amino-3-pyridyl)-5-phenyl-imidazo[4,5-b]pyridin-3-yl]phenyl]carbamoyl]cyclohexanecarboxylic acid